(S)-5-(4-hydroxy-4-methylisoxazolidine-2-carbonyl)-1-isobutyl-3-methyl-6-(2,6-dimethylbenzyl)-1,6-dihydro-2H-pyrrolo[3,4-d]Pyrimidine O[C@]1(CN(OC1)C(=O)C=1N(C=C2N(CN(CC21)C)CC(C)C)CC2=C(C=CC=C2C)C)C